CC(C)(C)C=1COCC1 3-(1,1-dimethylethyl)-2,5-dihydro-furan